NC=1C=C(C=C2CCC(NC12)(C)C)C(=O)OCC ethyl 8-amino-2,2-dimethyl-3,4-dihydro-1H-quinoline-6-carboxylate